nonadecan-1,2-diol C(C(CCCCCCCCCCCCCCCCC)O)O